C(C)(C)(C)OC(=O)N(C=1C(=CC(=C(C(=O)O)C1)F)F)CC(F)(F)F 5-((tert-butyloxycarbonyl)(2,2,2-trifluoroethyl)amino)-2,4-difluorobenzoic acid